(1S,3S)-3-((R)-7-(4-Bromo-3-(trifluoromethyl)benzoyl)-6-methyl-4-oxo-2-thioxo-1,2,5,6,7,8-hexahydropyrido[3,4-d]pyrimidin-3(4H)-yl)-N-methylcyclopentanecarboxamide BrC1=C(C=C(C(=O)N2CC=3NC(N(C(C3C[C@H]2C)=O)[C@@H]2C[C@H](CC2)C(=O)NC)=S)C=C1)C(F)(F)F